6-(3,3-difluoroazetidin-1-yl)-N-[2-[(2S)-2-methyl-4-(2-pyridyl)piperazin-1-yl]pyrimidin-5-yl]pyridine-3-carboxamide FC1(CN(C1)C1=CC=C(C=N1)C(=O)NC=1C=NC(=NC1)N1[C@H](CN(CC1)C1=NC=CC=C1)C)F